C1(C=CC2=CC=CC=C12)[Zr](C)(C)C1C=CC2=CC=CC=C12 bis-indenyl-dimethyl-zirconium